C(C)(C)(C)OC(=O)N1C=CC2=C(C(=CC(=C12)C)OC)CN1[C@@H](CC2(CC(C2)(F)F)CC1)C=1C=NC(=CC1)C(=O)OC (S)-4-((2,2-difluoro-6-(6-(methoxycarbonyl)pyridin-3-yl)-7-azaspiro[3.5]non-7-yl)methyl)-5-methoxy-7-methyl-1H-indole-1-carboxylic acid tert-butyl ester